1-(2-bromo-4-chlorophenyl)-3-(difluoromethyl)pyrazole BrC1=C(C=CC(=C1)Cl)N1N=C(C=C1)C(F)F